FC1=CC=C(C=C1)C=1C=C2C=C(C(N(C2=NC1)CC1=NC=CC=C1)=O)C(=O)NC1CC2(C1)CCC2 6-(4-fluorophenyl)-2-oxo-1-(pyridin-2-ylmethyl)-N-(spiro[3.3]hept-2-yl)-1,2-dihydro-1,8-naphthyridine-3-carboxamide